C(#N)C1=CC2=C(N(C(=N2)NC(=O)C=2C(=NOC2C)C)CCC2=CC=C(C=C2)OP(O)(O)=O)C=C1 4-(2-(5-cyano-2-(3,5-dimethylisoxazole-4-carboxamido)-1H-benzo[d]imidazol-1-yl)ethyl)phenylphosphoric acid